3'-fluoro-4'-[[2-(piperidine-4-carbonyl)-1,6-naphthyridin-7-yl]amino]-[1,1'-biphenyl]-3-carbonitrile FC=1C=C(C=CC1NC1=NC=C2C=CC(=NC2=C1)C(=O)C1CCNCC1)C1=CC(=CC=C1)C#N